O=CC(CCC(N1[C@H]2C(O[C@@H](CC1)C2)=O)=O)NC([O-])=O 1,5-dioxo-5-((1R,5S)-7-oxo-6-oxa-2-azabicyclo[3.2.1]octan-2-yl)pentan-2-ylcarbamate